CC1(CC=C(CC1)CCCC1OCCO1)C 2-(3-(4,4-dimethylcyclohex-1-en-1-yl)propyl)-1,3-dioxolane